C1[C@H]([C@@H](CO[C@H]1C2=CC=C(C=C2)O)O)C3=CC=C(C=C3)O The molecule is a norlignan that is an isomer of agatharesinol in which the dihydroxypentene side chain is cyclised. It derives from an agatharesinol.